OC=1C=C(C=C(C1C(C)C)O)CC(=O)O 3,5-dihydroxyl-4-isopropyl-phenylacetic acid